N-(4-METHYL-6-(PYRIDIN-2-YLETHYNYL)PYRIDIN-2-YL)-2-OXO-1,2,3,4-TETRAHYDROQUINOLINE-6-CARBOXAMIDE CC1=CC(=NC(=C1)C#CC1=NC=CC=C1)NC(=O)C=1C=C2CCC(NC2=CC1)=O